ClC1=CC(=C(C=C1)[C@@]1(OC2=C(O1)C=CC=C2C2CCN(CC2)CC=2N(C(=C(N2)CC)C(=O)OC)C[C@H]2OCC2)C)F methyl 2-((4-((S)-2-(4-chloro-2-fluorophenyl)-2-methylbenzo[d][1,3]dioxol-4-yl) piperidin-1-yl) methyl)-4-ethyl-1-(((S)-oxetan-2-yl) methyl)-1H-imidazole-5-carboxylate